1-{[6-(Cyclohexyloxy)-5-fluoro-1-methyl-3,4-dihydro-2-naphthalenyl]methyl}-3-azetidinecarboxylic acid C1(CCCCC1)OC=1C(=C2CCC(=C(C2=CC1)C)CN1CC(C1)C(=O)O)F